7-(4-(Piperazin-1-yl)phenyl)-3-(quinolin-4-yl)imidazo[1,2-b]pyridazine-6-carboxamide N1(CCNCC1)C1=CC=C(C=C1)C1=CC=2N(N=C1C(=O)N)C(=CN2)C2=CC=NC1=CC=CC=C21